ISOBUTYL L-ALANINATE HYDROCHLORIDE Cl.N[C@@H](C)C(=O)OCC(C)C